O1COC2=C1C=CC=C2CNCC2=CC(=NC=C2)N2C=CC=C2 N-(1,3-benzodioxol-4-ylmethyl)-1-(2-pyrrol-1-yl-4-pyridyl)methanamin